FC1C(CC(C2=C1NC=1N=CC=CC1C2(C2=CC(=CC=C2)B2OC(C(O2)(C)C)(C)C)C)=O)(C)C 9-fluoro-5,8,8-trimethyl-5-(3-(4,4,5,5-tetramethyl-1,3,2-dioxaborolan-2-yl)phenyl)-5,8,9,10-tetrahydrobenzo[b][1,8]naphthyridin-6(7H)-one